5-(((2S)-1-((2-(4-(5-(pentafluoro-λ6-sulfanyl)pyridin-2-yl)piperazine-1-carbonyl)cyclopropyl)Methoxy)propan-2-yl)amino)-4-(trifluoromethyl)pyridazin-3(2H)-one FS(C=1C=CC(=NC1)N1CCN(CC1)C(=O)C1C(C1)COC[C@H](C)NC1=C(C(NN=C1)=O)C(F)(F)F)(F)(F)(F)F